3,4,6-trifluorostyrene FC=1C=C(C=C)C(=CC1F)F